C1(=CC=CC=C1)C(C(=O)[O-])C phenylpropionic acid anion